[N+](=O)([O-])C1=CC(=NC=C1)CN1CCN(CCNCCN(CC1)CC(=O)O)CC(=O)O 2,2'-(4-((4-nitropyridin-2-yl)methyl)-1,4,7,10-tetraazacyclododecane-1,7-diyl)diacetic acid